C(#N)CN1C(N(C2=C1C=C(C(=C2)S(=O)(=O)NC2(CC2)CF)F)C=2SC(=NN2)C(F)F)=O 1-(cyanomethyl)-3-[5-(difluoromethyl)-1,3,4-thiadiazol-2-yl]-6-fluoro-N-[1-(fluoromethyl)cyclopropyl]-2-oxo-benzimidazole-5-sulfonamide